5-(4-hydroxyphenoxy)-bicyclo[2.2.1]Hept-2-ene OC1=CC=C(OC2C3C=CC(C2)C3)C=C1